C12(CCC(CC1)C2)OC(=O)COC(=O)C2C1C=CC(C2)C1=O 5-norbornyloxy-carbonylmethyl-oxy-carbonyl-7-oxo-bicyclo[2.2.1]Hept-2-ene